BrC(=CC1=C(C=C(C(=O)OC)C=C1)O)Br methyl 4-(2,2-dibromovinyl)-3-hydroxy-benzoate